((2S,3R,4R)-4-((4-methoxyphenyl)amino)-2,3-dimethyl-3,4-dihydroquinolin-1(2H)-yl)ethanone COC1=CC=C(C=C1)N[C@@H]1[C@H]([C@@H](N(C2=CC=CC=C12)C(C)=O)C)C